C(C)(C)(C)C(=O)NC(=O)OC(C)(C)C t-butylcarbonyl-(Boc)amine